10,14-dimethyl-6-(((triisopropylsilyl)oxy)methyl)pentadeca-5,9,13-trien-2-one CC(=CCCC(=CCCC(C)=O)CO[Si](C(C)C)(C(C)C)C(C)C)CCC=C(C)C